3-(2,4-dichlorophenyl)-1-(2,2-dimethyl-2,3-dihydrobenzofuran-5-yl)-2-(trifluoromethyl)prop-2-en-1-one ClC1=C(C=CC(=C1)Cl)C=C(C(=O)C=1C=CC2=C(CC(O2)(C)C)C1)C(F)(F)F